6-[3-(3-tert-butyl-4-hydroxy-5-methylphenyl)propoxy]-2,4,8,10-tetra-tert-butyl-dibenz[d,f][1,3,2]dioxaphosphepine C(C)(C)(C)C=1C=C(C=C(C1O)C)CCCOP1OC2=C(C3=C(O1)C(=CC(=C3)C(C)(C)C)C(C)(C)C)C=C(C=C2C(C)(C)C)C(C)(C)C